copper-cobalt-silicon-iron [Fe].[Si].[Co].[Cu]